C(C)(=O)C1=CN(C2=CN=C(C=C21)C=2C=NC(=NC2)C)CC(=O)N2[C@@H]1C[C@@]1(C[C@H]2C(=O)NC/C(=C(/C)\C2=CC=CC=C2)/F)C (1R,3S,5R)-2-(2-(3-acetyl-5-(2-methylpyrimidin-5-yl)-1H-pyrrolo[2,3-c]pyridin-1-yl)acetyl)-N-((E)-2-fluoro-3-phenylbut-2-en-1-yl)-5-methyl-2-azabicyclo[3.1.0]hexane-3-carboxamide